C(#N)C=1C=NC(=NC1)NC(CN(S(=O)(=O)C)CC(F)(F)F)C1=C(C=C(C=C1)F)F N-(2-((5-cyanopyrimidin-2-yl)amino)-2-(2,4-difluorophenyl)ethyl)-N-(2,2,2-trifluoroethyl)methanesulfonamide